tert-butyl 1,9-diazaspiro[5.5]undecane-1-carboxylate N1(CCCCC12CCNCC2)C(=O)OC(C)(C)C